FC1=C(C=CC(=C1)C(F)(F)F)[C@@H](C1COC1)NC(=O)[C@@H]1N([C@@H]2C[C@@H]2C1)C(=O)OCC1=CC=CC=C1 benzyl (1R,3R,5R)-3-(((R)-(2-fluoro-4-(trifluoromethyl)phenyl)(oxetan-3-yl)methyl)carbamoyl)-2-azabicyclo[3.1.0]hexane-2-carboxylate